7-(3-fluorophenoxy)carbonylamino-4-(2-(1-methyl-1H-pyrazol-4-yl)ethyl)amino-cyclohepta[7,6-b]indole FC=1C=C(OC(=O)NC2=CC3=NC4=C(C=CC=C4C3=CC=C2)NCCC=2C=NN(C2)C)C=CC1